tert-butyl 2-oxo-5-vinylpyrrolidine-1-carboxylate O=C1N(C(CC1)C=C)C(=O)OC(C)(C)C